C1CCC2=C(C=3CCCC3C=C12)NC(=O)N=S(=O)(N)C1=NN(C(=C1)C(C)(C)O)C1=CC=CC=C1 N'-((1,2,3,5,6,7-hexahydro-s-indacen-4-yl)carbamoyl)-5-(2-hydroxypropan-2-yl)-1-phenyl-1H-pyrazole-3-sulfonimidamide